C(C=C)S(=O)(=O)NC1CN(CC1)C=1C2=C(N=CN1)NC=C2 4-(3-(allylsulfonamido)pyrrolidin-1-yl)-7H-pyrrolo[2,3-d]pyrimidin